4-[[(1S)-2-hydroxy-1-phenyl-ethyl]amino]-2-(3-methyl-4-methylsulfonylanilino)-pyrimidine-5-carbonitrile OC[C@H](C1=CC=CC=C1)NC1=NC(=NC=C1C#N)NC1=CC(=C(C=C1)S(=O)(=O)C)C